ClCCCC[C@H](C(=O)O)C1=C(C(=C(C=C1)F)F)F (2S)-6-chloro-2-(2,3,4-trifluorophenyl)hexanoic acid